di-tert-butyl (((2-hydroxyethyl)azanediyl)bis(ethane-2,1-diyl))dicarbamate OCCN(CCNC(OC(C)(C)C)=O)CCNC(OC(C)(C)C)=O